(RS)-7-(4,6-dimethoxypyrimidin-2-ylthio)-3-methyl-2-benzofuran-1(3H)-one COC1=NC(=NC(=C1)OC)SC1=CC=CC2=C1C(O[C@@H]2C)=O |r|